[NH4+].C=NC(=O)N methyleneurea, ammonium salt